C1(=CC=CC=C1)C=1C=C(C(=O)C2=[N+](ON=C2)[O-])C=CC1C1=CC=CC=C1 3,4-diphenyl-benzoyl-1,2,5-oxadiazole-2-oxide